4-(azetidin-1-yl)-1H-benzo[d]Imidazole N1(CCC1)C1=CC=CC=2NC=NC21